C[C@H]1CO1 (S)-2-methyl ethylene oxide